COC(=O)C1CC(=NN1C1=C(C=C(C=C1Cl)Cl)Cl)C1=CC=C(C=C1)Cl 3-(4-chlorophenyl)-1-(2,4,6-trichlorophenyl)-4,5-dihydro-1H-pyrazole-5-carboxylic acid methyl ester